COC=1C=C(CN2CCN(CC2)CCCC2OC(C3=CC=CC=C23)=O)C=CC1OC 3-(3-(4-(3,4-dimethoxybenzyl)piperazin-1-yl)propyl)-1(3H)-isobenzofuranone